1-(1-methyl-1H-imidazol-5-yl)piperazine 2,2,2-trifluoroacetate FC(C(=O)O)(F)F.CN1C=NC=C1N1CCNCC1